OC1CCN(CC1)C(=O)OC1CCC(CC1)C(N(C1=NC=CC(=C1)C=1C=NN(C1)C(CC)(CC)C)CC12CCC(CC1)(CC2)C2=CC(=C(C=C2)OC)C)=O 4-(((4-(4-Methoxy-3-methylphenyl)bicyclo[2.2.2]octan-1-yl)methyl)(4-(1-(3-methylpentan-3-yl)-1H-pyrazol-4-yl)pyridin-2-yl) carbamoyl)cyclohexyl trans-4-hydroxypiperidine-1-carboxylate